Fmoc-(S)-α-methyl-octenylalanine C(=O)(OCC1C2=CC=CC=C2C2=CC=CC=C12)N(C(C)(C(=O)O)C)C=CCCCCCC